tert-butyl (tert-butoxycarbonyl)(5-(4-(isopropylsulfonyl) phenyl)-3-(3-(4-((phenoxycarbonyl)amino) phenyl)isoxazol-5-yl)pyrazin-2-yl)carbamate C(C)(C)(C)OC(=O)N(C(OC(C)(C)C)=O)C1=NC=C(N=C1C1=CC(=NO1)C1=CC=C(C=C1)NC(=O)OC1=CC=CC=C1)C1=CC=C(C=C1)S(=O)(=O)C(C)C